1-(5-Fluoro-2-(oxabutan-3-ylamino)phenyl)ethane-1-one FC=1C=CC(=C(C1)C(C)=O)NC(CO)C